(R)-5-chloro-2-(4,4-difluoroazepan-1-yl)-6-methoxy-N-(3-(S-methylsulfonimidoyl)phenyl)nicotinamide ClC=1C(=NC(=C(C(=O)NC2=CC(=CC=C2)[S@@](=O)(=N)C)C1)N1CCC(CCC1)(F)F)OC